CN1C2=C(OC[C@@H](C1=O)NC(C1=NC=CC(=C1)OC1=CC=CC=C1)=O)C=CC(=C2)C#CC(C)(N2CCN(CC2)C)C (S)-N-(5-methyl-7-(3-methyl-3-(4-methylpiperazin-1-yl)but-1-yn-1-yl)-4-oxo-2,3,4,5-tetrahydrobenzo[b][1,4]oxazepin-3-yl)-4-phenoxypicolinamide